NC1=C2C(=NC=N1)N(N=C2C2=CC=C(C=C2)OC2=CC=CC=C2)C2CCN(CC2)C2C[C@@H]1[C@@H](CN(C1)C1CN(C1)C(=O)OC(C)(C)C)C2 tert-butyl 3-((3aR,6aS)-5-(4-(4-amino-3-(4-phenoxyphenyl)-1H-pyrazolo[3,4-d]pyrimidin-1-yl)piperidin-1-yl)hexahydrocyclopenta[c]pyrrole-2(1H)-yl)azetidine-1-carboxylate